COC1=CC=C(CN(S(=O)(=O)C2=C(C=C(CC3=C(C=C(N3CC3CC3)C(=O)OC)Br)C=C2)F)CC2=CC=C(C=C2)OC)C=C1 methyl 5-(4-(N,N-bis(4-methoxybenzyl) sulfamoyl)-3-fluorobenzyl)-4-bromo-1-(cyclopropylmethyl)-1H-pyrrole-2-carboxylate